C(C)(C)(C)OC(=O)NCCCCNC([C@@H](CCC(=O)OCC1=CC=CC=C1)NC(CCCCCCCCCCCCC)=O)=O (R)-benzyl 5-({4-[(tert-butoxycarbonyl)amino]butyl}amino)-5-oxo-4-tetradecanamidopentanoate